O.[C@@H]1([C@H](O)[C@@H](O)[C@@H](O)[C@H](O1)CO)O[C@@H]([C@@H]([C@H](CO)O)O)[C@H](O)CO 4-O-β-D-Galactopyranosyl-D-glucitol monohydrate